benzopyrano(4,3,2-de)phthalazin-3(2H)-one N=1NC(C=2C=CC=C3C2C1C1=C(O3)C=CC=C1)=O